OCC1CC(N(C1)C1=CC(=C(C=N1)C#N)OC)=O 6-(4-(hydroxymethyl)-2-oxopyrrolidin-1-yl)-4-methoxypyridine-3-carbonitrile